C(C)(C)(C)OC(CN1C(OC2(C1=O)CCC1=CC(=CC(=C12)F)N)=O)=O 2-(5-amino-7-fluoro-2',4'-dioxo-2,3-dihydrospiro[indene-1,5'-oxazolidine]-3'-yl)acetic acid t-butyl ester